ethyl 1-[3-(phenoxymethyl) pyridin-2-yl]-1H-pyrazole-4-carboxylate O(C1=CC=CC=C1)CC=1C(=NC=CC1)N1N=CC(=C1)C(=O)OCC